N7-(3,3-difluorocyclobutyl)-2-oxazol-2-yl-pyrazolo[1,5-a]pyrimidine-3,7-dicarboxamide FC1(CC(C1)NC(=O)C1=CC=NC=2N1N=C(C2C(=O)N)C=2OC=CN2)F